N-{cyclooctyl-[7-methoxy-6-(tetrahydropyran-4-yl)-1H-benzoimidazol-2-yl]methyl}-3-methylisoxazole-4-carboxamide C1(CCCCCCC1)C(NC(=O)C=1C(=NOC1)C)C1=NC2=C(N1)C(=C(C=C2)C2CCOCC2)OC